methoxyzirconium trichloride [Cl-].[Cl-].[Cl-].CO[Zr+3]